1-(3-((7-methoxy-4-((2-methoxy-5-(thiophen-2-yl)phenyl)amino)quinazolin-6-yl)oxy)azetidin-1-yl)prop-2-en-1-one COC1=C(C=C2C(=NC=NC2=C1)NC1=C(C=CC(=C1)C=1SC=CC1)OC)OC1CN(C1)C(C=C)=O